tert-butyl (3S)-4-[4-amino-2-fluoro-5-(methylamino)phenyl]-3-methyl-piperazine-1-carboxylate NC1=CC(=C(C=C1NC)N1[C@H](CN(CC1)C(=O)OC(C)(C)C)C)F